P(=O)(O)(O)OC[C@@H]1[C@H]([C@H]([C@@H](O1)N1C(=O)N=C(N)C(=C1)C)O)O 5-methylcytidine monophosphate